BrC=1C=C(C=C2C(C=C(OC12)C1CC2=CC=CC=C2C1)=O)C 8-Bromo-2-indan-2-yl-6-methyl-chromen-4-one